C(C=C)NC(CC=C)=O N-allyl-3-butenamide